NC1=NC2=CC=C(C=C2C=C1Br)C(=O)N([C@H](C)C1=NC=CC=N1)CC=1N=NC(=CC1)OC(F)F 2-amino-3-bromo-N-((6-(difluoromethoxy)-3-pyridazinyl)methyl)-N-((1R)-1-(2-pyrimidinyl)ethyl)-6-quinolinecarboxamide